benzyl 4-(((6-amino-5-chloropyrimidin-4-yl) amino) methyl)-3-hydroxypiperidine-1-carboxylate NC1=C(C(=NC=N1)NCC1C(CN(CC1)C(=O)OCC1=CC=CC=C1)O)Cl